N-(3-allyl-5-fluoro-2-hydroxybenzylidene)-2-methylpropane-2-sulfinamide C(C=C)C=1C(=C(C=NS(=O)C(C)(C)C)C=C(C1)F)O